2-(4-ethylbenzylidene)-1H-indene-1,3(2H)-dione C(C)C1=CC=C(C=C2C(C3=CC=CC=C3C2=O)=O)C=C1